2-hydroxy-3-methylbutanal OC(C=O)C(C)C